ClC=1C=C(CNC2=NC(=NC=C2C(=O)O)N2C(CCC2)CO)C=CC1OC 4-(3-chloro-4-methoxy-benzylamino)-2-(2-hydroxymethyl-pyrrolidin-1-yl)-pyrimidine-5-carboxylic acid